1-methylcycloheptanol CC1(CCCCCC1)O